(R)-2,2,5,5-Tetramethyl-[1,3]dioxane-4-carboxylic acid [(S)-2-(3-chloro-benzoylamino)-propyl]-amide ClC=1C=C(C(=O)N[C@H](CNC(=O)[C@@H]2OC(OCC2(C)C)(C)C)C)C=CC1